COC(CNC(=O)C1(CC(NCC1)=O)CO)=O (4-(hydroxymethyl)-2-oxopiperidine-4-carbonyl)glycine methyl ester